N1=C(N=CC=C1)C1=NC=CC=N1 2,2'-Bipyrimidine